(2S,3S,4R,5R)-5-(6-(benzylamino)-2-(5-chloropyridin-3-yl)-9H-purin-9-yl)-3,4-dihydroxyl-N'-methyltetrahydrofuran-2-carbohydrazide C(C1=CC=CC=C1)NC1=C2N=CN(C2=NC(=N1)C=1C=NC=C(C1)Cl)[C@H]1[C@@H]([C@@H]([C@H](O1)C(=O)NNC)O)O